Cl.[N+](=O)([O-])C1=CC=C(C=C1)CCNC[C@H](O)C1=CC=CC=C1 (R)-2-((4-nitrophenylethyl)amino)-1-phenylethanol hydrochloride